C(C1=CC=CC=C1)ON=C1CCCNC1 5-benzyloxyiminopiperidine